COCCOC(C)([O-])OCCOC bis-methoxyethoxyethanolate